tert-Butyl (R)-(2-oxocyclopentyl)carbamate O=C1[C@@H](CCC1)NC(OC(C)(C)C)=O